COC(CC=1C=NC(=CC1)CO)=O 2-(6-(hydroxymethyl)pyridin-3-yl)acetic acid methyl ester